1-((cis)-3-hydroxy-3-methylcyclobutyl)-2-methyl-7-(trifluoromethyl)-1H-benzo[d]imidazole-5-ol OC1(CC(C1)N1C(=NC2=C1C(=CC(=C2)O)C(F)(F)F)C)C